N1C(=NCC1)C(C=1NCCN1)C=C[SiH3] bis(4,5-dihydroimidazolyl)methylvinylsilane